(ethyl) (2-propenyl) phosphate P(=O)(OCC)(OCC=C)[O-]